6-bromo-5-methyl-1H-indole BrC1=C(C=C2C=CNC2=C1)C